CC1(CCN(CC1)CC=1NC2=CC(=CC=C2C1)CN1N=NC(=C1)C=1C=NC=C(C1)N1CCCC1)C 2-((4,4-dimethylpiperidin-1-yl)methyl)-6-((4-(5-(pyrrolidin-1-yl)pyridin-3-yl)-1H-1,2,3-triazole-1-yl)methyl)-1H-indole